1,3-Dihydroxytoluol OC1(CC(=CC=C1)O)C